4-(2,5-dihydro-1H-pyrrole-1-carbonyl)benzonitrile N1(CC=CC1)C(=O)C1=CC=C(C#N)C=C1